C(CCCCCCCCC)OC(CCCCCCCC(C(CCCCCCCC)OC(CCCCCCCCC)=O)OC(CCCCCCCCC)=O)=O 9,10-bis-decanoyloxy-octadecanoic acid decyl ester